3-Hydroxy-4-methyl-N-((S)-1-(3-(2,2,2-trifluoroethoxy)phenyl)ethyl)pentanamide OC(CC(=O)N[C@@H](C)C1=CC(=CC=C1)OCC(F)(F)F)C(C)C